OC=1C2=C(SC1C(C)=O)C=CC=C2 1-(3-hydroxybenzo[b]thiophene-2-yl)ethanone